COC1=C(C=C(C(=O)O)C=C1)C(=O)OC 4-methoxy-3-(methoxycarbonyl)benzoic acid